2-mercapto-5-hydroxyethyl-4-methylthiazole SC=1SC(=C(N1)C)CCO